NC1=NC=NN2C1=C(C=C2[C@@H]2CC[C@@H](CC2)O)C2=C(C=C(C=C2)NC(=O)C=2C(N(C=CC2)C2=CC=CC=C2)=O)F N-{4-[4-amino-7-(cis-4-hydroxycyclohexyl)pyrrolo[2,1-f][1,2,4]triazin-5-yl]-3-fluorophenyl}-2-oxo-1-phenyl-1,2-dihydropyridine-3-carboxamide